C(C)(=O)OCCCCC(C)(C1=C(C(=CC=C1)Br)F)C1=CN=C(N1)C=1C=C(OC=2C(=C3C=CNC3=CC2F)/C=C/C(=O)OCC)C=CC1F ethyl (E)-3-(5-(3-(5-(6-acetoxy-2-(3-bromo-2-fluorophenyl)hexan-2-yl)-1H-imidazol-2-yl)-4-fluorophenoxy)-6-fluoro-1H-indol-4-yl)acrylate